COC(=O)C1=CC=C(C=C1)C1=C(C=C(C=C1)C=1NC(C2=C(N1)N(N=N2)CC2=CC=C(C=C2)OC)=O)N 2'-amino-4'-(3-(4-methoxybenzyl)-7-oxo-6,7-dihydro-3H-[1,2,3]triazolo[4,5-d]pyrimidin-5-yl)-[1,1'-biphenyl]-4-carboxylic acid methyl ester